C(CCC)=O alpha-butanone